1,4-dimethyl-3-ethylimidazolium CN1C=[N+](C(=C1)C)CC